Cl.Cl.N1C[C@H](CC1)NC(=O)C1=CC=C(C=C1)C1=NC2=C(N1)C=CC=C2C(=O)N (S)-2-(4-(pyrrolidin-3-ylcarbamoyl)phenyl)-1H-benzo[d]imidazole-4-carboxamide dihydrochloride